3-cyclopropylisothiazol-amine C1(CC1)C1(NSC=C1)N